N1=NC=CC2=C(C=CC=C12)N1CCC(CC1)N(C(OC(C)(C)C)=O)CC tert-butyl N-[1-(cinnolin-5-yl)piperidin-4-yl]-N-ethylcarbamate